ClC1=CC=C2CN(C(C2=C1F)=O)C1C(NC(CC1)=O)=O 3-(6-chloro-7-fluoro-1-oxoisoindolin-2-yl)piperidine-2,6-dione